1-di-(ethoxyethyl)amino-3-methylenehepta-4,6-diene C(C)OCCN(CCC(C=CC=C)=C)CCOCC